benzyl (2S)-2-[(2S)-2-[(tert-butoxycarbonyl)amino]-3-(3,4-dihydroxyphenyl)propanamido]-3-(4-hydroxyphenyl)propanoate C(C)(C)(C)OC(=O)N[C@H](C(=O)N[C@H](C(=O)OCC1=CC=CC=C1)CC1=CC=C(C=C1)O)CC1=CC(=C(C=C1)O)O